C1(=CC=CC=C1)[C@H]1N(C(OC12CC2)=O)C(\C=C\C2=C(C=CC=C2)OC(F)(F)F)=O (R,E)-7-phenyl-6-(3-(2-(trifluoromethoxy)phenyl)acryloyl)-4-oxa-6-azaspiro[2.4]heptan-5-one